methyl 3-(3-bromo-2-methylphenyl)-5-(2-methoxy-2-oxoethyl)-2-methyl-2,5-dihydro-1,2,4-oxadiazole-5-carboxylate BrC=1C(=C(C=CC1)C=1N(OC(N1)(C(=O)OC)CC(=O)OC)C)C